C(C)(C)(C)C=1N=NN=NC1 tert-butyl-tetrazine